(9,9-dihexyl)fluoreneacetic acid [(2R,3R,4R,5R)-4-acetoxy-2-[2-(methylamino)-2-oxo-ethyl]-5-[2-(2-methylpropanamido)-6-oxo-1H-purin-9-yl] tetrahydrofuran-3-yl] ester C(C)(=O)O[C@@H]1[C@@H]([C@H](O[C@H]1N1C=2N=C(NC(C2N=C1)=O)NC(C(C)C)=O)CC(=O)NC)OC(CC1=CC=CC=2C3=CC=CC=C3C(C12)(CCCCCC)CCCCCC)=O